C(C)(C)(C)N(C)CC1=C(CNC2=C(C=C(C=N2)S(=O)(=O)N(C(OC(C)(C)C)=O)C=2N=CSC2)Cl)C(=CC=C1)F tert-butyl ((6-((2-((tert-butyl(methyl)amino)methyl)-6-fluorobenzyl)amino)-5-chloropyridin-3-yl)sulfonyl)(thiazol-4-yl)carbamate